C(C)(C)(C)OC(=O)N1CC2N(C(OC2C1)=O)C1CC1 3-cyclopropyl-2-oxohexahydro-5H-pyrrolo[3,4-d]oxazole-5-carboxylic acid tert-butyl ester